C(CC)OC1=C(C(=O)NC(C)C2=CC(=CC=C2)C=2SC=CN2)C=C(C=C1)NC(C(C)C)=O 2-propoxy-5-isobutanoylamino-N-(1-(3-(thiazol-2-yl)phenyl)ethyl)benzamide